(trans)-[4-[6-fluoro-2-(4-methoxycyclohexyl)-3H-imidazo[4,5-b]pyridin-7-yl]-1-piperidyl]-[4-(trifluoromethoxy)phenyl]methanone FC=1C(=C2C(=NC1)NC(=N2)[C@@H]2CC[C@H](CC2)OC)C2CCN(CC2)C(=O)C2=CC=C(C=C2)OC(F)(F)F